O[C@H]1[C@@H]([C@@H](O[C@H]2[C@H]1O[C@H](OC2)C2=CC=CC=C2)OC2=CC=C(C=C2)C(\C=C\C2=CC=CC=C2)=O)NC(C)=O N-[(2S,4Ar,6S,7S,8S,8aS)-8-hydroxy-2-phenyl-6-[4-[(E)-3-phenylprop-2-enoyl]phenoxy]-4,4a,6,7,8,8a-hexahydropyrano[3,2-d][1,3]dioxin-7-yl]acetamide